C(C)OC(=O)C1=CC=NN1CC#N 1-(cyanomethyl)-1H-pyrazole-5-carboxylic acid ethyl ester